C1(=CC=CC=C1)C1=CC=CC=2N(C3=CC=CC(=C3C12)C1=CC=CC=C1)C1=CC=C(C=C1)C=1C(=CC=C(C1)C1=CC(=NC(=C1)C1=CC(=NC(=C1)C1=CC=CC=C1)C1=CC=CC=C1)C1=CC(=NC(=C1)C1=CC=CC=C1)C1=CC=CC=C1)C#N 4'-(4,5-diphenyl-9H-carbazol-9-yl)-5-(2,2'',6,6''-tetraphenyl-[4,2':6',4''-terpyridin]-4'-yl)-[1,1'-biphenyl]-2-carbonitrile